[Mn].[Al].[Mg].[Li] lithium-magnesium-aluminum-manganese